racemic-N-BOC-3,4-epoxypiperidine lithium 6-methyl-5,6,7,8-tetrahydroimidazo[1,5-a]pyridine-3-carboxylate CC1CCC=2N(C1)C(=NC2)C(=O)[O-].[Li+].C(=O)(OC(C)(C)C)N2CC1C(CC2)O1